tert-butyl 3-(2-oxa-6-azaspiro[3.3]heptan-6-yl)-1-oxa-8-azaspiro[4.5]decane-8-carboxylate C1OCC12CN(C2)C2COC1(C2)CCN(CC1)C(=O)OC(C)(C)C